N-[3-(4-amino-7-methyl-7H-pyrrolo[2,3-d]pyrimidin-5-yl)-2-fluoro-phenyl]-3,4-dimethoxy-benzenesulfonamide NC=1C2=C(N=CN1)N(C=C2C=2C(=C(C=CC2)NS(=O)(=O)C2=CC(=C(C=C2)OC)OC)F)C